CO[Si]1(C(CCC1C)C)OC 1,1-dimethoxy-2,5-dimethylsilacyclopentane